N,2-dimethoxy-N-[[4-[5-(trifluoromethyl)-1,2,4-oxadiazol-3-yl]phenyl]methyl]propionamide CON(C(C(C)OC)=O)CC1=CC=C(C=C1)C1=NOC(=N1)C(F)(F)F